5-bromo-8-chloro-4-(5-cyclopropyl-1,3,4-oxadiazol-2-yl)-1-(3-fluoro-4-methylbenzyl)-1,3-dihydro-2H-benzo[b]azepin-2-one BrC=1C2=C(N(C(CC1C=1OC(=NN1)C1CC1)=O)CC1=CC(=C(C=C1)C)F)C=C(C=C2)Cl